trifluoromethyl-pyrazin FC(F)(F)C1=NC=CN=C1